(2R)-2-(4-(8-amino-7-chloro-6-(4-methylpyridin-3-yl)isoquinolin-3-ylamino)-1H-pyrazol-1-yl)propionitrile NC=1C(=C(C=C2C=C(N=CC12)NC=1C=NN(C1)[C@@H](C#N)C)C=1C=NC=CC1C)Cl